9-cycloheptadecene-1-one C1(CCCCCCCC=CCCCCCCC1)=O